7-chloro-N-{3-[2-(4-chloro-3-fluorophenoxy)acetamido]bicyclo[1.1.1]pentan-1-yl}-6-fluoro-4-hydroxy-3,4-dihydro-2H-1-benzopyran-2-carboxamide ClC1=CC2=C(C(CC(O2)C(=O)NC23CC(C2)(C3)NC(COC3=CC(=C(C=C3)Cl)F)=O)O)C=C1F